N-(1'-(6-methyl-2-(1H-pyrazol-1-yl)pyrimidin-4-yl)-1',2'-dihydrospiro[cyclopropane-1,3'-pyrrolo[3,2-c]pyridin]-6'-yl)acetamide CC1=CC(=NC(=N1)N1N=CC=C1)N1CC2(C=3C=NC(=CC31)NC(C)=O)CC2